NC(C)C=1C(=NC=C(C1)F)N1CC(CC1)CNC(O)=O.ClC=1C(=CC(=C(N)C1)F)C=1C=NNC1 5-chloro-2-fluoro-4-(1H-pyrazol-4-yl)aniline ((1-(3-(1-aminoethyl)-5-fluoropyridin-2-yl)pyrrolidin-3-yl)methyl)carbamate